3-Benzyl-6-(4-ethylbenzyl)-2,3,4,6-tetrahydropyrido[3,4-c][1,8]naphthyridine C(C1=CC=CC=C1)N1CC2=CN(C=3N=CC=CC3C2=CC1)CC1=CC=C(C=C1)CC